4-(5-(difluoromethyl)-1,3,4-thiadiazol-2-yl)-8-((3R,5S)-3-(methoxymethyl)-5-methylpiperazin-1-yl)-2-methyl-N-(1-methylcyclopropyl)quinazoline-6-sulfonamide FC(C1=NN=C(S1)C1=NC(=NC2=C(C=C(C=C12)S(=O)(=O)NC1(CC1)C)N1C[C@@H](N[C@H](C1)C)COC)C)F